BrC=1C=C(C=CC1)[C@@H]1[C@H](C1)C(=O)O |r| rac-(1S*,2S*)-2-(3-bromophenyl)cyclopropane-1-carboxylic acid